C(C)(=O)O[C@H]1[C@H](O[C@H]([C@@H]([C@H]1OC(C)=O)OC(C)=O)OC1=CC=C(C=C1)N1CCN(CC1)CCCF)COC(C)=O.FC=C(F)F trifluoro ethylene (2R,3S,4S,5R,6S)-2-(acetoxymethyl)-6-(4-(4-(3-fluoropropyl)piperazin-1-yl)phenoxy)tetrahydro-2H-pyran-3,4,5-triyl triacetate